N-((6S,7S)-5-((S)-2-cyclopropyl-2-hydroxypropanoyl)-6-((2-fluoro-[1,1'-biphenyl]-3-yl)methyl)-5-azaspiro[2.4]heptan-7-yl)-1,1-difluoromethanesulfonamide C1(CC1)[C@](C(=O)N1CC2(CC2)[C@@H]([C@@H]1CC=1C(=C(C=CC1)C1=CC=CC=C1)F)NS(=O)(=O)C(F)F)(C)O